rac-1-(3-(aminomethyl)phenyl)-N-(5-((3-cyanophenyl)(cyclopropyl-methylamino)methyl)-2-fluorophenyl)-3-(trifluoromethyl)-1H-pyrazole-5-carboxamide NCC=1C=C(C=CC1)N1N=C(C=C1C(=O)NC1=C(C=CC(=C1)[C@H](N(C)C1CC1)C1=CC(=CC=C1)C#N)F)C(F)(F)F |r|